C1(=CC=CC=C1)C1=C(C=CC(=C1)C)N(C(=O)C(=O)N)CC1=CC=CC=C1 N-(2-phenyl-4-methylphenyl)N-benzyloxamide